2-fluoro-4,5-dimethoxyphenylboronic acid FC1=C(C=C(C(=C1)OC)OC)B(O)O